7-bromo-3,4-dihydro-2H-thieno[2,3-b][1,4,5]oxathiazepine 1,1-dioxide BrC1=CC2=C(OCCNS2(=O)=O)S1